dioctyl 2-(hydroxyethyl)succinate OCCC(C(=O)OCCCCCCCC)CC(=O)OCCCCCCCC